α-hydroxycaprylic acid OC(C(=O)O)CCCCCC